C(C)N(C(OC1=C(C=CC=C1)C1=C(C=CC=C1)OC(N(CC)CC)=O)=O)CC [1,1'-biphenyl]-2,2'-diyl bis(diethylcarbamate)